(3R*,4R*)-1-Cyclohexyl-4-{[1-(2,4-difluoro-phenyl)-1H-[1,2,3]triazole-4-carbonyl]-amino}-piperidine-3-carboxylic acid (1-pyridin-2-yl-cyclopropyl)-amide N1=C(C=CC=C1)C1(CC1)NC(=O)[C@@H]1CN(CC[C@H]1NC(=O)C=1N=NN(C1)C1=C(C=C(C=C1)F)F)C1CCCCC1 |o1:12,17|